CC1=CNC2=NC=C(C=C21)C=2C=C1CCN(CC1=C(C2)[C@H]2N(C=CC=C2)C(=O)OC(C)(C)C)C2=NC=CC=C2 tert-butyl (S)-2-(6-(3-methyl-1H-pyrrolo[2,3-b]pyridin-5-yl)-2-(pyridin-2-yl)-1,2,3,4-tetrahydroisoquinolin-8-yl)pyridine-1-carboxylate